C(=C)C1=CC=C(C=C1)C1=CC(=CC=C1)CCC 4-vinyl-3'-propylbiphenyl